C(COCCOCCOCCOCCOCC)(=O)N 3,6,9,12,15-pentaoxaheptadecanamide